O=C1NC2(COC1)C(N(CCC2)C(=O)[O-])COC2CCC(CC2)C2=C(C(=CC=C2)F)O\C=C\C(=O)OC(C)(C)C oxo-7-({[(1s,4s)-4-(2-{[(1E)-3-(tert-butoxy)-3-oxoprop-1-en-1-yl]oxy}-3-fluorophenyl) cyclohexyl]oxy}methyl)-4-oxa-1,8-diazaspiro[5.5]undecane-8-carboxylate